(3Z)-3-benzylidenepiperidine-2,6-dione C(/C1=CC=CC=C1)=C\1/C(NC(CC1)=O)=O